N1(C=NC=C1)C1=CC=CC(=N1)C(=O)NC=1C=NC(=CC1)C(F)(F)F 6-(1H-imidazol-1-yl)-N-(6-(trifluoromethyl)pyridin-3-yl)picolinamide